2-[(13S)-13-methyl-4-[[2-(trimethylsilyl)ethoxy]methyl]-14-oxa-2,4,10-triazatricyclo[7.5.0.0[3,7]]tetradec-1(9),2,5,7-tetraen-10-yl]benzoic acid C[C@H]1CCN(C=2C=C3C=CN(C3=NC2O1)COCC[Si](C)(C)C)C1=C(C(=O)O)C=CC=C1